N[C@H](CC(=O)O)CC1=C(C=CC=C1)F (S)-β-amino-4-(2-fluorophenyl)-butyric acid